4-chloro-6-(1-(2-fluorophenyl)-1H-pyrazol-4-yl)-5-(piperidin-4-ylmethoxy)pyrimidine ClC1=NC=NC(=C1OCC1CCNCC1)C=1C=NN(C1)C1=C(C=CC=C1)F